2-[(2-Methoxy-5-{[(E)-2-(2,4,6-trimethoxyphenyl)ethenesulfonyl]methyl}phenyl)amino]acetic acid COC1=C(C=C(C=C1)CS(=O)(=O)\C=C\C1=C(C=C(C=C1OC)OC)OC)NCC(=O)O